5-chloro-2-(1H-pyrazol-4-yl)[1,2,4]triazolo[1,5-c]quinazolin-7-carbonitrile ClC1=NC2=C(C=CC=C2C=2N1N=C(N2)C=2C=NNC2)C#N